COC(C1=C(C(=C(C(=C1)OC)O)O)C)=O 3,4-Dihydroxy-5-methoxy-2-methylbenzoic acid methyl ester